diethoxyisopropoxy-(t-butoxy)-silane C(C)O[Si](OC(C)(C)C)(OC(C)C)OCC